spiro[2.5]octane-1-carboxylic acid C1(CC12CCCCC2)C(=O)O